NC(C(C#CC=1C2=C(C(N(C1)C)=O)NC(=C2C(=O)OCC)C)(C)C)=O ethyl 4-(4-amino-3,3-dimethyl-4-oxo-but-1-ynyl)-2,6-dimethyl-7-oxo-1H-pyrrolo[2,3-c]pyridine-3-carboxylate